ClC=1C(=C(OCC2=CC=C(O2)C(=O)N2CCN(CC2)CC2=NC3=C(N2C[C@H]2OCC2)C=C(C=C3)C(=O)OC)C=CC1)C methyl 2-[(4-{5-[(3-chloro-2-methylphenoxy)methyl]furan-2-carbonyl}piperazin-1-yl)methyl]-1-{[(2S)-oxetan-2-yl]methyl}-1H-1,3-benzodiazole-6-carboxylate